N[C@@H](C(=O)O)CCP(=O)(OC)OO |r| (RS)-2-amino-4-(hydroxy(methyl)phosphono)butanoic acid